6-METHYL-1H-INDOLE-4-CARBALDEHYDE CC=1C=C(C=2C=CNC2C1)C=O